CC=1SC(=C(N1)C)C=1C=C2C(=NC1)CN(C2=O)C=2N=NC(=CC2)N2C(CNCC2)=O 3-(2,4-dimethylthiazol-5-yl)-6-(6-(2-oxopiperazin-1-yl)pyridazin-3-yl)-6,7-dihydro-5H-pyrrolo[3,4-b]pyridin-5-one